ClC=1C(=C(C=CC1Cl)NC1=NC=NC2=CC(=C(C=C12)C=1CN(CCC1)C(=O)OC(C)(C)C)OC)F tert-butyl 3-(4-((3,4-dichloro-2-fluorophenyl)amino)-7-methoxyquinazolin-6-yl)-5,6-dihydropyridine-1(2H)-carboxylate